CC1=C(N(C2=CC=CC=C12)S(=O)(=O)C1=CC=C(C)C=C1)C=1C=C(C=CC1)C 3-Methyl-2-(m-tolyl)-1-tosyl-1H-indole